C(C)(=O)N1CC(C(CC1)C)C(=O)N1C(CC(C1)F)C(=O)NC(C1=CC=C(C=C1)C(C)C)C1=CC=CC=C1 1-(1-acetyl-4-methylpiperidine-3-carbonyl)-4-fluoro-N-{phenyl-[4-(prop-2-yl)phenyl]methyl}pyrrolidine-2-carboxamide